2,6-dichlorobenzoquinone imine ClC=1C(C(=CC(C1)=O)Cl)=N